C(C1=CC=CC=C1)N1N=NC(=C1)COC1=CC(=C(C=C1)C(\C=C\C1=CC=C(C=C1)OC)=O)O (E)-1-[4-[(1-Benzyltriazol-4-yl)methoxy]-2-hydroxyphenyl]-3-(4-methoxyphenyl)prop-2-en-1-one